2-[6-[(E)-2-(aminomethyl)-3-fluoro-allyloxy]-1-oxo-3,4-dihydroisoquinolin-2-yl]-N,N-dimethyl-acetamide hydrochloride Cl.NC/C(/COC=1C=C2CCN(C(C2=CC1)=O)CC(=O)N(C)C)=C\F